COCCCSC1=NNC(=N1)NC(=O)C1=CC2=C(OCO2)C=C1 N-(3-((3-methoxypropyl)thio)-1H-1,2,4-triazol-5-yl)benzo[d][1,3]dioxole-5-carboxamide